6-[3-(4-mesyl-2-anisidino)-1-propynyl]-4-(1-methyl-2-methyl-4-piperidylamino)-1-(2,2,2-trifluoroethyl)indole S(=O)(=O)(C)C=1C=C(C(OC)=CC1)NCC#CC1=CC(=C2C=CN(C2=C1)CC(F)(F)F)NC1CC(N(CC1)C)C